3-(2,3-epoxypropoxy)N,N-bis(2,3-epoxypropyl)aniline C(C1CO1)OC=1C=C(N(CC2CO2)CC2CO2)C=CC1